O=C1C(=CC(=CN1)[C@H](CC)ONC(=O)C=1CCN(CC1)C1=NC=C(C=N1)C(F)(F)F)C(F)(F)F (S)-N-(1-(6-oxo-5-(trifluoromethyl)-1,6-dihydropyridin-3-yl)propoxy)-1-(5-(trifluoromethyl)pyrimidin-2-yl)-1,2,3,6-tetrahydropyridine-4-carboxamide